3-[2-(1,3-Benzodioxole-5-yl)ethyl]-6-(biphenyl-4-yl)-7H-[1,2,4]triazolo[3,4-b][1,3,4]thiadiazine O1COC2=C1C=CC(=C2)CCC2=NN=C1SCC(=NN12)C1=CC=C(C=C1)C1=CC=CC=C1